4-nitrobenzyl (4R,5R,6S)-3-((diphenoxy phosphoryl)oxy)-6-((R)-1-hydroxyethyl)-4-methyl-7-oxo-1-azabicyclo[3.2.0]hept-2-ene-2-carboxylate O(C1=CC=CC=C1)P(=O)(OC1=CC=CC=C1)OC1=C(N2C([C@@H]([C@H]2[C@H]1C)[C@@H](C)O)=O)C(=O)OCC1=CC=C(C=C1)[N+](=O)[O-]